FC1=CC(=CC=2N(C(=NC21)C)C2CCN(CC2)C)C2=CNC=1N=C(N=CC12)NC1CCN(CC1)C 5-(4-fluoro-2-methyl-1-(1-methylpiperidin-4-yl)-1H-benzo[d]imidazol-6-yl)-N-(1-methylpiperidin-4-yl)-7H-pyrrolo[2,3-d]pyrimidin-2-amine